DL-dithiothreitol-d2 SC([C@@H](O)[C@H](O)CS)([2H])[2H] |r|